tert-butyl (3S)-3-[[4-[2-(4-bromo-2,3-difluoro-phenoxy)-3-pyridyl]pyrimidin-2-yl]amino]piperidine-1-carboxylate BrC1=C(C(=C(OC2=NC=CC=C2C2=NC(=NC=C2)N[C@@H]2CN(CCC2)C(=O)OC(C)(C)C)C=C1)F)F